ClC1=C(C=CC(=C1)C)S(=O)(=O)N1CCC2(CC(CO2)N2CC(C2)O)CC1 1-(8-((2-chloro-4-methylphenyl)sulfonyl)-1-oxa-8-azaspiro[4.5]dec-3-yl)azetidin-3-ol